1-(2-methoxyethyl)-2-((4-(6-(quinolin-6-ylmethoxy)pyridin-2-yl)piperidin-1-yl)methyl)-1H-benzo[d]imidazole-6-carboxylic acid COCCN1C(=NC2=C1C=C(C=C2)C(=O)O)CN2CCC(CC2)C2=NC(=CC=C2)OCC=2C=C1C=CC=NC1=CC2